ClC[C@H](CC(=O)N=[N+]=[N-])O (S)-4-chloro-3-hydroxybutyryl azide